5-(2,4-difluorophenyl)-N-[2-(1-methylpyrazol-4-yl)-2-thiazol-2-yl-propyl]isoxazole-3-carboxamide FC1=C(C=CC(=C1)F)C1=CC(=NO1)C(=O)NCC(C)(C=1SC=CN1)C=1C=NN(C1)C